C(C)(C)(C)OC(=O)NC(=NC(=O)OC(C)(C)C)NCCC(=O)O 3-{[{[(tert-butoxy)carbonyl]amino}({[(tert-butoxy)carbonyl]imino})methyl]amino}propanoic acid